BrC1=CC=C2C=C(NC2=C1)C[C@H](N)C(=O)O 3-(6-bromoindolyl)alanine